ClC1=CC=C(CN2CC(CCC2)CC2=CC=NC=3N2N=C(C3)C)C=C1 7-((1-(4-Chlorobenzyl)piperidin-3-yl)methyl)-2-methylpyrazolo[1,5-a]pyrimidine